13-chloro-10-(2,6-difluoro-4-{[2-(methylamino)ethyl]amino}phenyl)-8-ethyl-4-fluoro-6,8,10-triazatricyclo[9.4.0.02,7]pentadeca-1(11),2(7),3,5,12,14-hexaen-9-one ClC1=CC=2N(C(N(C=3N=CC(=CC3C2C=C1)F)CC)=O)C1=C(C=C(C=C1F)NCCNC)F